FC1=C(C(C#N)=C(C(=C1OC1=CC=C(C=C1)C(=O)O)OC1=CC=C(C=C1)C(=O)O)F)C#N 3,6-difluoro-4,5-bis[4-carboxyphenoxy]phthalonitrile